OCCOCCOCCON(CCNC(=O)OC(C)(C)C)OCCOCCOCCO N,N-bis{2-[2-(2-hydroxyethoxy)ethoxy]ethoxy}-N'-(tert-butoxycarbonyl)ethylenediamine